4,4,5,5,6,6,7,7,7-nonafluoro-1-(4-methoxyphenyl)-2-phenylheptan-1-one FC(CC(C(=O)C1=CC=C(C=C1)OC)C1=CC=CC=C1)(C(C(C(F)(F)F)(F)F)(F)F)F